CNC[C@@H](C1=CC(=C(C=C1)O)O)O L-1-(3,4-dihydroxyphenyl)-2-methylaminoethanol